FC1=C(C(=CC=C1)F)C1=CC(=CC2=C1C(N1[C@@H](CO2)C[C@@H](C1)OC1=NC=C2CCC(NC2=C1)=O)=O)C (2S,11aR)-6-(2,6-difluorophenyl)-8-methyl-2-((2-oxo-1,2,3,4-tetrahydro-1,6-naphthyridine-7-yl)oxy)-2,3,11,11a-tetrahydro-1H,5H-benzo[f]pyrrolo[2,1-c][1,4]oxazepin-5-one